7-(1-((4-(Aminomethyl)benzyl)oxy)ethyl)-3-(3-cyano-4-(methylsulfonamido)phenyl)-1H-indole-2-carboxylic acid NCC1=CC=C(COC(C)C=2C=CC=C3C(=C(NC23)C(=O)O)C2=CC(=C(C=C2)NS(=O)(=O)C)C#N)C=C1